NC1=C(C=NC=N1)C1=CC=C(C=C1)OC(F)(F)F 6-amino-5-(4-(trifluoromethoxy)phenyl)pyrimidin